N-(4-(5-((4-(4-cyano-6-methylpyrimidin-2-yl)piperazin-1-yl)sulfonyl)indoline-1-carbonyl)-1-methyl-1H-pyrazol-3-yl)methanesulfonamide C(#N)C1=NC(=NC(=C1)C)N1CCN(CC1)S(=O)(=O)C=1C=C2CCN(C2=CC1)C(=O)C=1C(=NN(C1)C)NS(=O)(=O)C